FCC1(CC1)N1C(N(C2=C1C=CC(=C2)S(=O)(=O)N)C=2SC(=NN2)C)=O [1-(fluoromethyl)cyclopropyl]-3-(5-methyl-1,3,4-thiadiazol-2-yl)-2-oxo-1H-benzimidazole-5-sulfonamide